N1=CC=C(C=C1)CO pyridin-4-ylmeth-anol